bis(1-ethyl-3-methylimidazole) 3,5-bis(methoxycarbonyl)phenylphosphonate methoxymethyl-4-((4-(benzyloxy)-3-bromo-2,6-dimethylbenzoyl)oxy)-2,3,5,6-tetramethylbenzoate COCOC(C1=C(C(=C(C(=C1C)C)OC(C1=C(C(=C(C=C1C)OCC1=CC=CC=C1)Br)C)=O)C)C)=O.COC(=O)C=1C=C(C=C(C1)C(=O)OC)P(O)(O)=O.C(C)N1CN(C=C1)C.C(C)N1CN(C=C1)C